3-(4-methylsulfonylphenyl)-4-phenyl-5-trifluoromethyl-isoxazole CS(=O)(=O)C1=CC=C(C=C1)C1=NOC(=C1C1=CC=CC=C1)C(F)(F)F